5-cyclopropylsulfinyl-furan-2-carboxamide C1(CC1)S(=O)C1=CC=C(O1)C(=O)N